NC=1C=C(C=C2C=C(N=CC12)NC(=O)[C@H]1[C@H](C1)F)C=1C(=C2C(=NC1)NC=N2)C |r| (±)-cis-N-[8-amino-6-(7-methyl-3H-imidazo[4,5-b]pyridin-6-yl)-3-isoquinolyl]-2-fluoro-cyclopropanecarboxamide